FC=1C=C(C=CC1F)[C@H]1[C@@H](CNCC1)C1=C(SC2=C1C=1N(CCO2)N=CC1)C(=O)N ((3R,4R)-4-(3,4-difluorophenyl)piperidin-3-yl)-5,6-dihydropyrazolo[1,5-d]thieno[3,2-f][1,4]oxazepin-2-carboxamide